1-(hexyloxy)-2-butanone C(CCCCC)OCC(CC)=O